ClC1=C2C(=CC=NC2=CC(=C1)[N+](=O)[O-])N1CCCCC1 5-chloro-7-nitro-4-piperidinylquinoline